CC(=C(C(=O)O)C)CCCCC Dimethyl-octenoic acid